FC1(CC(C1)C(=O)N1CCNCC1)F (3,3-difluorocyclobutyl)(piperazin-1-yl)methanone